Rhodium sulfamat S(N)([O-])(=O)=O.[Rh+3].S(N)([O-])(=O)=O.S(N)([O-])(=O)=O